N1=NN(C=C1)C(=O)[O-].[Li+] Lithium 3-triazolate